FC1=CC=C(C=C1)SC=1N(C2=C(C(N(C=3N=C(C=CC23)C(F)(F)F)C=2C(=NC=CC2)C)=O)N1)C 2-((4-fluorophenyl)thio)-1-methyl-5-(2-methylpyridin-3-yl)-7-(trifluoromethyl)-1,5-dihydro-4H-imidazo[4,5-c][1,8]naphthyridin-4-one